N1(CCOCC1)C1=CC=C2C(=NC=NC2=C1)C=1C=C(C=NC1)C(C)(O)C=1SC=CN1 1-[5-(7-morpholin-4-ylquinazolin-4-yl)pyridin-3-yl]-1-thiazol-2-ylethanol